Tridecen C=CCCCCCCCCCCC